(7-((3-(7-(((3S,4R)-3-fluoro-1-methylpiperidin-4-yl)amino)-3-(2,2,2-trifluoroethyl)benzo[b]thiophen-2-yl)prop-2-yn-1-yl)amino)-2,3-dihydrobenzofuran-4-yl)dimethylphosphine oxide F[C@H]1CN(CC[C@H]1NC1=CC=CC2=C1SC(=C2CC(F)(F)F)C#CCNC2=CC=C(C=1CCOC12)P(C)(C)=O)C